N-[(2S)-1-methoxypropan-2-yl]azetidine COC[C@H](C)N1CCC1